2-(6-(((1R,3s,5S)-1,5-dimethyl-9-azabicyclo[3.3.1]nonan-3-yl)(methyl)amino)pyridazin-3-yl)-3,4-difluoro-5-(6-methoxypyrimidin-4-yl)phenol C[C@]12CC(C[C@](CCC1)(N2)C)N(C2=CC=C(N=N2)C2=C(C=C(C(=C2F)F)C2=NC=NC(=C2)OC)O)C